methyl 2',3'-dihydrospiro[[1,3]dithiolane-2,1'-indene]-6'-carboxylate C12(CCC3=CC=C(C=C13)C(=O)OC)SCCS2